4-fluoro-1-(naphthalen-2-ylmethyl)-1H-indole-7-carboxylic acid FC1=C2C=CN(C2=C(C=C1)C(=O)O)CC1=CC2=CC=CC=C2C=C1